FC1=CC=C(C=C1)C1=C(NC2=CC=CC=C12)C1=NNC(=C1)NC(C1=CC=C(C=C1)NC1CCN(CC1)C)=O N-(3-(3-(4-fluorophenyl)-1H-indol-2-yl)-1H-pyrazol-5-yl)-4-((1-methylpiperidin-4-yl)amino)benzamide